C(C1=CC=CC=C1)NC(=O)C1=CC2=C(N=C(S2)C=2C=NC=C(C2)C)C=C1 N-benzyl-2-(5-meth-ylpyridin-3-yl)benzo-[d]thiazole-6-carboxamide